ClC=1N=NC=CC1C(C)C 3-chloro-4-isopropylpyridazine